1,3,4,6-tetra-O-acetyl-2-deoxy-2-phthalimido-alpha-D-glucose C(C)(=O)O[C@@H]1[C@@H]([C@@H](OC(C)=O)[C@H](OC(C)=O)[C@H](O1)COC(C)=O)N1C(C=2C(C1=O)=CC=CC2)=O